N-(dibenzo[b,d]furan-3-yl)-N-(2-(methyl-((S)-1-phenylethyl)amino)-2-oxo-1-(pyridin-3-yl)ethyl)-2-oxopropanamide C1=CC(=CC=2OC3=C(C21)C=CC=C3)N(C(C(C)=O)=O)C(C(=O)N([C@@H](C)C3=CC=CC=C3)C)C=3C=NC=CC3